2-(4-chloro-3-fluoro-phenyl)-6-[(3-chloropyrazol-1-yl)methyl]-1-ethyl-4-oxo-pyridine-3-carboxylic acid ClC1=C(C=C(C=C1)C=1N(C(=CC(C1C(=O)O)=O)CN1N=C(C=C1)Cl)CC)F